6-chloro-2-(2-(2-chlorophenyl)-3-methyl-3,4,6,7-tetrahydro-5H-imidazo[4,5-c]pyridin-5-yl)-2,3-dihydro-1H-inden-1-ol ClC1=CC=C2CC(C(C2=C1)O)N1CC2=C(CC1)N=C(N2C)C2=C(C=CC=C2)Cl